C(C)(C)(C)OOC(C)(C=CC(C)(C)OOC(C)(C)C)C 2,5-di(t-butylperoxy)-2,5-dimethyl-3-hexene